FC1=CC=C(C=C1)C(C(CO)C)=O 1-(4-Fluorophenyl)-3-hydroxy-2-methylpropan-1-one